COC1=CC=C(CN(C2=CC=C(C(=N2)C=2CCN(CC2)C=2C=C(C=CC2)C)C=O)CC2=CC=C(C=C2)OC)C=C1 6-(bis(4-methoxybenzyl)amino)-1'-(m-tolyl)-1',2',3',6'-tetrahydro-[2,4'-bipyridine]-3-Formaldehyde